((2-(((2S)-1-((3S)-3-(2-benzylmorpholine-4-carbonyl)-3,4-dihydroisoquinolin-2(1H)-yl)-3,3-dimethyl-1-oxobutan-2-yl)carbamoyl)benzo[b]thiophen-5-yl)difluoromethyl)phosphonic acid C(C1=CC=CC=C1)C1CN(CCO1)C(=O)[C@H]1N(CC2=CC=CC=C2C1)C([C@H](C(C)(C)C)NC(=O)C1=CC2=C(S1)C=CC(=C2)C(F)(F)P(O)(O)=O)=O